FC=1C=C(C=CC1)NCC1=CC=C(C=C1)C1=C2N=CNC2=NC(=N1)NC(=O)C1CC1 N-(6-(4-(((3-fluorophenyl)amino)methyl)phenyl)-9H-purin-2-yl)cyclopropylcarboxamide